CN1N=C(C=C1)C1=CC(=C(C(=O)NC2CNCCC2C2=CC(=C(C=C2)F)F)C=C1)F 4-(1-methyl-1H-pyrazole-yl)-N-((±)-4-(3,4-difluorophenyl)piperidin-3-yl)-2-fluorobenzamide